C(C1=CC=CC=C1)OC=1C(=CC(=C(C1)C#C[Si](C)(C)C)Br)C1OCCO1 {2-[5-(benzyloxy)-2-bromo-4-(1,3-dioxolan-2-yl)phenyl]ethynyl}trimethylsilane